C1(=CC=CC2=CC=C3C=C4C=CC=CC4=CC3=C12)NC1=C(C=CC=C1)N N'-tetraphenylphenylenediamine